5-[6-(cyclohexylmethyl)-3-(1H-imidazol-5-yl)imidazo[1,2-a]pyrimidin-2-yl]-3-(trifluoromethyl)-1H-1,2,4-triazole, trifluoroacetic acid salt FC(C(=O)O)(F)F.C1(CCCCC1)CC=1C=NC=2N(C1)C(=C(N2)C2=NC(=NN2)C(F)(F)F)C2=CN=CN2